tert-butyl N-[[2-[(6,7-difluoro-4-methylsulfanyl-1H-indol-5-yl)oxy]-5-fluoro-4-[4-(4-methylchroman-4-yl)-1H-imidazol-2-yl]phenyl]methyl]carbamate FC1=C(C(=C2C=CNC2=C1F)SC)OC1=C(C=C(C(=C1)C=1NC=C(N1)C1(CCOC2=CC=CC=C12)C)F)CNC(OC(C)(C)C)=O